cyanoseleno-isoflavone C(#N)[Se]C=1OC2=CC=CC=C2C(C1C1=CC=CC=C1)=O